1-(4-(2,4-dioxotetrahydropyrimidin-1(2H)-yl)benzoyl)piperazine O=C1N(CCC(N1)=O)C1=CC=C(C(=O)N2CCNCC2)C=C1